COC(OC)[SiH2]C(C)C1=CC(=CC=C1)C(C)[SiH2]C(OC)OC 1,3-bis[1-(dimethoxymethylsilyl)ethyl]benzene